4-Chloro-(5-fluoropyrimidin-2-yl)piperidine-4-carboxylic acid ClC1(CCN(CC1)C1=NC=C(C=N1)F)C(=O)O